C(C)O.[Zn].[Cu] copper-zinc ethanol